trifluoro-octane FC(CCCCCCC)(F)F